C1(CC1)C1OC2=NC(=CC3=CC=NC(=C23)N2[C@H]1[C@@H]1CC[C@H](C2)N1)C1=CC(=CC2=CC=C(C(=C12)C#C)F)O 4-((5aS,6S,9R)-5-cyclopropyl-l-5a,6,7,8,9,10-hexahydro-5H-6,9-epiminoazepino[2',1':3,4][1,4]oxazepino[5,6,7-ij][2,7]naphthyridin-2-yl)-5-ethynyl-6-fluoronaphthalen-2-ol